C(C)OC(=O)C1CCN(CC1)C1=NC=C(C=C1)C=1C=2N(C=C(C1)OCC)N=C1C2C=NN1 1-(5-(6-ethoxy-1H-pyrazolo[3',4':3,4]pyrazolo[1,5-a]pyridin-4-yl)pyridin-2-yl)piperidine-4-carboxylic acid ethyl ester